CS(=O)(=O)C1=CC=C(C=C1)C1=CC=C2C(=N1)SC(=N2)C=2CCN(CC2)S(=O)(=O)CC2=CC=CC=C2 5-(4-(methylsulfonyl)phenyl)-2-(1-toluenesulfonyl-1,2,3,6-tetrahydropyridin-4-yl)thiazolo[5,4-b]pyridine